4-ethyl-2-isopropyl-2,3,4,6,7,8-hexahydro-5H-chromen-5-one C(C)C1CC(OC=2CCCC(C12)=O)C(C)C